methyl (3S,5S,7S)-adamantane-1-carboxylate C12(CC3CC(CC(C1)C3)C2)C(=O)OC